CC1=C(C=CC=C1C)N1C=NC2=C1C1=C(OC2=O)C=CC=C1 1-(2,3-dimethylphenyl)-[1]benzopyrano[3,4-d]imidazol-4(1H)-one